1-(4-methoxymethoxyphenyl)-7-(4-hydroxyphenyl)-1,4-heptadien-3-one COCOC1=CC=C(C=C1)C=CC(C=CCCC1=CC=C(C=C1)O)=O